diethoxy chlorophosphate P(=O)(OOCC)(OOCC)Cl